CN(C)CCOC1=C2C(CCSC2=CC=C1)=NNC1=CC=CC=C1 N,N-dimethyl-2-(4-(2-phenylhydrazono)thiochroman-5-yloxy)ethylamine